C(C)C=1C=C(C#N)C=CC1F 3-ethyl-4-Fluorobenzonitrile